N-(2-chloro-4-fluorophenyl)-2-((3-cyano-4,6-bis(trifluoromethyl)pyridin-2-yl)amino)-N-methyl-acetamide ClC1=C(C=CC(=C1)F)N(C(CNC1=NC(=CC(=C1C#N)C(F)(F)F)C(F)(F)F)=O)C